C(C)(C)(C)OC([C@H](C1CC1)OC1=C(C=C(C(=C1)F)Br)C1=NOCC1OCC)=O (2S)-2-[4-bromo-5-fluoro-2-(4-ethoxy-4,5-dihydroisoxazol-3-yl)phenoxy]-2-cyclopropylacetic acid tert-butyl ester